1'-(3-(difluoromethoxy)phenyl)-N-(3-methyl-1,1-dioxidothietan-3-yl)-2'-oxospiro[cyclobutane-1,3'-indoline]-5'-carboxamide FC(OC=1C=C(C=CC1)N1C(C2(C3=CC(=CC=C13)C(=O)NC1(CS(C1)(=O)=O)C)CCC2)=O)F